(1S,3S)-3-((6-(3-((((benzyloxy)carbonyl)(methyl)amino)methyl)-5-chlorothiophen-2-yl)-2-methylpyridine-3-yl)oxy)cyclohexane-1-carboxylic acid C(C1=CC=CC=C1)OC(=O)N(C)CC1=C(SC(=C1)Cl)C1=CC=C(C(=N1)C)O[C@@H]1C[C@H](CCC1)C(=O)O